C[Si](CCOCN1NC(C=2CNC=3C=CC=CC3C21)=O)(C)C (2-(trimethylsilyl)(ethoxy)methyl)-4,5-dihydro-1H-pyrazolo[4,3-c]quinolone